O=C1N(CCC(N1)=O)C1=CC=C(C=C1)N1CCC(CC1)C(=O)N1CCC(CC1)N1N=CC(=C1)NC(=O)C1=NNC=2CC3(C(CC12)C3(F)F)C N-[1-(1-{1-[4-(2,4-Dioxo-1,3-diazinan-1-yl)phenyl]piperidine-4-carbonyl}piperidin-4-yl)pyrazol-4-yl]-5,5-difluoro-5a-methyl-1H,4H,4aH,6H-cyclopropa[f]indazole-3-carboxamide